C1(=CC(=CC=C1)C=1N=C2SC3=C(N2C1)C=CC(=C3)NC(=O)N3CCNCC3)C N-(2-(m-tolyl)benzo[d]imidazo[2,1-b]thiazol-7-yl)piperazine-1-carboxamide